(2E)-4-(dimethylamino)-1-[2-(4-fluorophenyl)-3-(1H-pyrrolo[2,3-b]pyridin-4-yl)-6,7-dihydropyrazolo[1,5-a]pyrazin-5(4H)-yl]but-2-en-1-one CN(C/C=C/C(=O)N1CC=2N(CC1)N=C(C2C2=C1C(=NC=C2)NC=C1)C1=CC=C(C=C1)F)C